4-butyl-3-(4-fluorophenyl)-N-(5-hydroxy-5-methylhexyl)-5-methyl-1-phenyl-4,5-dihydro-1H-pyrazole-5-carboxamide C(CCC)C1C(=NN(C1(C(=O)NCCCCC(C)(C)O)C)C1=CC=CC=C1)C1=CC=C(C=C1)F